CC1CCCC=2C(=NN=C(C12)C1=C(C=C(C=C1)C(F)(F)F)O)N[C@H]1CNCCC1 2-(8-methyl-4-{[(3R)-piperidin-3-yl]amino}-5,6,7,8-tetrahydrophthalazin-1-yl)-5-(trifluoromethyl)phenol